hafnium iron germanium [Ge].[Fe].[Hf]